ethyl (E)-3-amino-5-(4-fluorophenyl)pent-2-enoate N/C(=C/C(=O)OCC)/CCC1=CC=C(C=C1)F